CC1=C(C=C(C#N)C=C1)C1(CC2C(N(OC2(C)C)C)C(C1)C)C 4-Methyl-3-(1,3,3,5,7-pentamethyloctahydrobenzo[c]isoxazol-5-yl)benzonitril